OC1=CC=C(CCNC(OCC2=CC=CC=C2)=O)C=C1 benzyl (4-hydroxyphenethyl)carbamate